tert-Butyl 3-(7-bromo-4-(trifluoromethoxy)benzo[d]oxazol-2-yl)-3,6-diazabicyclo[3.1.1]heptane-6-carboxylate BrC1=CC=C(C=2N=C(OC21)N2CC1N(C(C2)C1)C(=O)OC(C)(C)C)OC(F)(F)F